N1=C(C=CC=C1)OS(=O)(=O)CC1=CC=CC=C1 2-pyridyltoluenesulfonate